ClC1=CC2=C(N=C(N=C2N[C@H](C)C2=C(C(=CC=C2)C(F)F)F)C)C=N1 (R)-6-chloro-N-(1-(3-(difluoromethyl)-2-fluorophenyl)ethyl)-2-methylpyrido[3,4-d]pyrimidin-4-amine